CC1=CC=CC=2C(=COC21)CO (7-methyl-benzofuran-3-yl)-methanol